(3R)-4,4,4-trifluoro-3-hydroxy-3-methyl-butane-2-one FC([C@](C(C)=O)(C)O)(F)F